FC=1C=C(CN2CC(N(CC2)C)=O)C=C(C1N1C=NC(=C1)C1=NC(=NC=C1C(F)(F)F)NC1CCN(CC1)S(=O)(=O)C)F 4-(3,5-Difluoro-4-(4-(2-((1-(methylsulfonyl)piperidin-4-yl)amino)-5-(trifluoromethyl)pyrimidin-4-yl)-1H-imidazol-1-yl)benzyl)-1-methylpiperazin-2-one